OC1(CC1)C(=O)N1[C@H]([C@H](CCC1)NS(=O)(=O)C)CO[C@@H]1CC[C@@H](CC1)C1=CC=CC=C1 N-(cis-1-((1-hydroxycyclopropyl)carbonyl)-2-(((cis-4-phenylcyclohexyl)oxy)methyl)-piperidin-3-yl)methanesulfonamide